COC(C(C)(C)C1=C(C(=CC=C1)Br)OC)=O 2-(3-bromo-2-methoxyphenyl)-2-methylpropanoic acid methyl ester